C1(CC1)C(CCCCCC)(O)C1CC1 1,1-Dicyclopropyl-heptan-1-ol